7-(2-Fluoro-6-methylphenyl)-1,4-dioxa-7-aza-spiro[4.5]decane FC1=C(C(=CC=C1)C)N1CC2(OCCO2)CCC1